((2S,4R)-4-methoxy-1-methylpyrrolidin-2-yl(methoxy-7-(naphthalen-1-yl)-5,6,7,8-tetrahydropyrido[3,4-d]pyrimidin-4-yl)piperazin-2-yl)acetonitrile CO[C@@H]1CC(N(C1)C)[C@]1(N(CCNC1)C=1C2=C(N=C(N1)OC)CN(CC2)C2=CC=CC1=CC=CC=C21)CC#N